C(C)(C)(C)OC(=O)[C@@H]1NCCC1 (2R)-pyrrolidine-2-carboxylic acid tert-butyl ester